O[C@@H]1C[C@H](N(C1)C([C@H](C(C)(C)C)NC(=O)CCCCCCCCCC(=O)O)=O)C(NCC1=CC=C(C=C1)C1=C(N=CS1)C)=O 10-[[(2S)-1-[(2S,4R)-4-hydroxy-2-([[4-(4-methyl-1,3-thiazol-5-yl)phenyl]methyl]carbamoyl)pyrrolidin-1-yl]-3,3-dimethyl-1-oxobutan-2-yl]carbamoyl]-decanoic acid